5-hydroxy-1-(pyridin-2-yl)-N-(pyridin-4-ylmethyl)-1H-pyrazole-3-carboxamide OC1=CC(=NN1C1=NC=CC=C1)C(=O)NCC1=CC=NC=C1